C1(CC1)N1N=CC(=C1)[C@H]1CN(C[C@@H](O1)C)C1=NC2=NC(=C(N=C2C(=N1)C12CC(C1)(C2)C(F)(F)F)C)C (2S,6S)-2-(1-cyclopropyl-1H-pyrazol-4-yl)-4-(6,7-dimethyl-4-(3-(trifluoromethyl)bicyclo[1.1.1]pentan-1-yl)pteridin-2-yl)-6-methylmorpholine